COC1=C(C2=C(N=N1)SC1=C2N=CN=C1NC1CN(C1)C1=NC=C(C=N1)C(F)(F)F)C 3-methoxy-4-methyl-N-[1-[5-(trifluoromethyl)pyrimidin-2-yl]azetidin-3-yl]pyrimido[4',5':4,5]thieno[2,3-c]pyridazin-8-amine